tert-butyl 4-(3-(5-chloro-4-(dimethylcarbamoyl)-2-nitrophenylamino)azetidin-1-yl)piperidine-1-carboxylate ClC=1C(=CC(=C(C1)NC1CN(C1)C1CCN(CC1)C(=O)OC(C)(C)C)[N+](=O)[O-])C(N(C)C)=O